FC(C1=NC(=CC(=C1)C1=NN(C=N1)\C=C/1\C(N(C(N1C)=O)CCO)=O)C(F)(F)F)(F)F (Z)-5-((3-(2,6-bis(trifluoromethyl)pyridin-4-yl)-1H-1,2,4-triazol-1-yl)methylene)-3-(2-Hydroxyethyl)-1-methylimidazoline-2,4-dione